BrC1=CC=2C=3N(C(=NC2C(=C1)C(C)=O)N1CCCCC1)N=C(N3)C=3N=CSC3 1-(9-bromo-5-(piperidin-1-yl)-2-(thiazol-4-yl)-[1,2,4]triazolo[1,5-c]quinazolin-7-yl)ethan-1-one